Dimethylhafnium [2',2'''-(4-(trifluoromethyl)pyridine-2,6-diyl)bis(3-((3r,5r,7r)-adamantan-1-yl)-5-(tert-butyl)-[1,1'-biphenyl]-2-olate)] FC(C1=CC(=NC(=C1)C1=C(C=CC=C1)C=1C(=C(C=C(C1)C(C)(C)C)C12CC3CC(CC(C1)C3)C2)[O-])C2=C(C=CC=C2)C=2C(=C(C=C(C2)C(C)(C)C)C23CC1CC(CC(C2)C1)C3)[O-])(F)F.C[Hf+2]C